BrC=1C=C(C=CC1)C1(CC(C1)C)C(=O)[O-] 1-(3-bromophenyl)-3-methylcyclobutane-1-carboxylate